FC=1C(=CC(=NC1)OC)C1=CC(=NN1)C(=O)N1[C@H]2CC(C[C@@H]1CC2)C(=O)N(C2CCC(CC2)(C(F)(F)F)O)C (1r,3s,5s)-8-[5-(5-fluoro-2-methoxypyridin-4-yl)-1H-pyrazole-3-carbonyl]-N-methyl-N-[(1r,4r)-4-hydroxy-4-(trifluoromethyl)cyclohexyl]-8-azabicyclo[3.2.1]octane-3-carboxamide